3-(5-(7H-pyrrolo[2,3-d]pyrimidin-4-yl)pyridin-2-yl)-6-(3-fluoro-4-methylphenyl)-3,6-diazabicyclo[3.1.1]heptane N1=CN=C(C2=C1NC=C2)C=2C=CC(=NC2)N2CC1N(C(C2)C1)C1=CC(=C(C=C1)C)F